C(C)C(C(=O)[O-])CCCC.[Sn+2].C(C)C(C(=O)[O-])CCCC tin (II) 2-ethyl-hexanoate